N-(4-(2-Hydroxypropan-2-yl)-5-methylthiazol-2-yl)cyclopropanesulfonamide OC(C)(C)C=1N=C(SC1C)NS(=O)(=O)C1CC1